DODECEN-1-OL C(=CCCCCCCCCCC)O